NC1=NC=CC(=C1Cl)OC1=C(C=C(C=C1)C1=NN(C(=C1C(=O)N)C(F)(F)F)C1=NC=CC=C1C(F)(F)F)F (4-((2-amino-3-chloropyridin-4-yl)oxy)-3-fluorophenyl)-5-(trifluoromethyl)-1-(3-(trifluoromethyl)pyridin-2-yl)-1H-pyrazole-4-carboxamide